CN(CCCNC)C [3-(dimethylamino)propyl](methyl)amine